BrC1=C(C=C(C(=O)N2CC=3N(CC2)C(N(C3C(=O)NCC3=C(C=CC=C3)C3=NC=CC=N3)C3=CC=C(C=C3)OC3CC3)=O)C=C1)Cl 7-(4-bromo-3-chloro-benzoyl)-2-[4-(cyclopropoxy)phenyl]-3-oxo-N-[(2-pyrimidin-2-ylphenyl)methyl]-6,8-dihydro-5H-imidazo[1,5-a]pyrazine-1-carboxamide